FC1=C(C=CC(=C1)F)S(=O)(=O)NC=1C=C(C=NC1OC)C=1C=C2C=NC=NC2=CC1C 6-(5-((2,4-difluorophenyl)sulfonamido)-6-methoxypyridin-3-yl)-7-methylquinazoline